FC=1C=C(C=CC1N1CCCCC1)NC(=O)C=1N=C(OC1COC)N1C(CCC1)C N-(3-fluoro-4-(piperidin-1-yl)phenyl)-5-(methoxymethyl)-2-(2-methylpyrrolidin-1-yl)oxazole-4-carboxamide